2-(6-{5-chloro-2-[(oxan-4-yl)amino]pyrimidin-4-yl}-1-oxo-2,3-dihydro-1H-isoindol-2-yl)-N-[1-(2,3-dihydro-1,4-benzodioxin-6-yl)ethyl]acetamide ClC=1C(=NC(=NC1)NC1CCOCC1)C1=CC=C2CN(C(C2=C1)=O)CC(=O)NC(C)C1=CC2=C(OCCO2)C=C1